N-[(1R,3S)-3-[7-methoxy-8-(trifluoromethyl)-5,6,7,8-tetrahydro-[1,2,4]triazolo[4,3-a]pyridin-3-yl]cyclohexyl]-4-(oxetan-3-yloxy)-5-(trifluoromethyl)pyrimidin-2-amine COC1C(C=2N(CC1)C(=NN2)[C@@H]2C[C@@H](CCC2)NC2=NC=C(C(=N2)OC2COC2)C(F)(F)F)C(F)(F)F